O[C@H](C(=O)O)[C@H](CC(C(=O)O)=O)O (2S,3S)-2,3-dihydroxy-5-oxoadipic acid